CN1C=C(C[C@H](N)C(=O)O)C2=CC=CC=C12 1-methyl-L-tryptophan